FC1(C=2C=CC(=CC2C1)I)F 7,7-difluoro-3-iodobicyclo[4.2.0]Oct-1(6),2,4-triene